3-(1H-benzo[d]imidazol-1-yl)-5-(9H-carbazol-9-yl)-N,N-dimethylaniline N1(C=NC2=C1C=CC=C2)C=2C=C(N(C)C)C=C(C2)N2C1=CC=CC=C1C=1C=CC=CC21